6-chloro-7-(4-((R)-6,6-dimethylmorpholin-3-yl)phenyl)-3-((4-hydroxy-1-((R)-4,4,4-trifluoro-3-phenylbutanoyl)piperidin-4-yl)methyl)-3,7-dihydro-4H-pyrrolo[2,3-d]pyrimidin-4-one ClC1=CC2=C(N=CN(C2=O)CC2(CCN(CC2)C(C[C@@H](C(F)(F)F)C2=CC=CC=C2)=O)O)N1C1=CC=C(C=C1)[C@H]1NCC(OC1)(C)C